ICC\C=C\CCCCC(OC)OC (3E)-1-iodo-9,9-dimethoxy-3-nonene